N(=[N+]=[N-])CCOCCOCCOCCOC[C@@]12[C@H]3[C@@H]([C@H]([C@@H](OC1)O2)NC(C)=O)OC(O3)(C)C N-((3aR,4S,7S,8R,8aR)-4-(13-azido-2,5,8,11-tetraoxatridecyl)-2,2-dimethylhexahydro-4,7-epoxy[1,3]dioxolo[4,5-d]oxepin-8-yl)acetamide